NC[C@H](CC(=O)O)C[C@@H](C\C=C\CCC)C (E)-(3s,5r)-3-aminomethyl-5-methyl-undec-7-enoic acid